NC1=NC2=C(N1)C=C(C=C2)CNC([C@H](C)NC([C@@H](CCC2=CC=CC=C2)NC(OC(C)(C)C)=O)=O)=O tert-butyl ((R)-1-(((S)-1-(((2-amino-1H-benzo[d]imidazol-6-yl)methyl)amino)-1-oxopropan-2-yl)amino)-1-oxo-4-phenylbutan-2-yl)carbamate